N-(1-tert-butyl-1H-1,2,4-triazol-3-yl)-4-methyl-3-[2-(pyridin-3-yl)ethynyl]benzamide C(C)(C)(C)N1N=C(N=C1)NC(C1=CC(=C(C=C1)C)C#CC=1C=NC=CC1)=O